(S)-5-((4-(3-Chloro-2-(4-formyl-3-methoxyphenyl)pyridin-4-yl)-2,3-dihydro-1H-inden-1-yl)amino)-3-methoxy-6-(trifluoromethyl)pyrazine-2-carbaldehyde ClC=1C(=NC=CC1C1=C2CC[C@@H](C2=CC=C1)NC=1N=C(C(=NC1C(F)(F)F)C=O)OC)C1=CC(=C(C=C1)C=O)OC